N[C@H]1[C@H](N(CC1)C(=O)OC(C)(C)C)C=C tert-butyl (2R,3R)-3-amino-2-vinylpyrrolidine-1-carboxylate